NC1=NC=NN2C1=C(C=C2C=2C=C(C(=C(C(=O)N[C@@H]1CN(C[C@@H]1F)C(C(CC)(C(F)(F)F)O)=O)C2)Cl)C)C(F)(F)F 5-[4-amino-5-(trifluoromethyl)pyrrolo[2,1-f][1,2,4]triazin-7-yl]-2-chloro-N-[(3R,4S)-4-fluoro-1-[2-hydroxy-2-(trifluoromethyl)butanoyl]pyrrolidin-3-yl]-3-methylbenzamide